6-[6-(trifluoromethyl)-3-pyridinyl]pyridin-3-ol FC(C1=CC=C(C=N1)C1=CC=C(C=N1)O)(F)F